furo[2,3-d]Pyrimidinethione N1C(N=CC2=C1OC=C2)=S